BrC(C(=O)[O-])(F)F 2-bromo-2,2-difluoroacetate